C(C1CO1)OCCC[Si](OCC)(OCC)OCC (glycidoxy)propyl-triethoxysilane